7-bromo-N-(cyclobutylmethyl)-N-(2,4-dimethoxybenzyl)oxazolo[4,5-c]pyridin-2-amine BrC=1C2=C(C=NC1)N=C(O2)N(CC2=C(C=C(C=C2)OC)OC)CC2CCC2